ClC(SN1C(C2CC=CCC2C1=O)=O)(Cl)Cl 3a,4,7,7a-tetrahydro-2-((trichloro-methyl)-thio)-1H-isoindole-1,3(2H)-dione